thiazole-5-sulfonamide S1C=NC=C1S(=O)(=O)N